CO[Si](C=1C=C2C(OC(C2=CC1)=O)=O)(OC)OC 5-(trimethoxysilyl)isobenzofuran-1,3-dione